(1R,3S)-3-(3-((3-methoxy-1,2,4-triazin-5-yl)amino)-1H-pyrazol-5-yl)cyclopentyl (1-methylcyclopropyl)carbamate CC1(CC1)NC(O[C@H]1C[C@H](CC1)C1=CC(=NN1)NC=1N=C(N=NC1)OC)=O